FC=1C=C(C=NC1C1=CC=CC=C1)NC(CCC(=O)N1C=2N(CCC1)N=C(C2)C)=O N-(5-fluoro-6-phenylpyridin-3-yl)-4-(2-methyl-6,7-dihydropyrazolo[1,5-a]pyrimidin-4(5H)-yl)-4-oxobutanamide